5-(2'-chloro-5'-methoxy-6-methyl-(4,4'-bipyridine)-3-carboxamido)-N-methyl-1,3,4-thiadiazole-2-carboxamide ClC1=NC=C(C(=C1)C1=C(C=NC(=C1)C)C(=O)NC1=NN=C(S1)C(=O)NC)OC